CC(=O)O[C@H]1C[C@@]2([C@@H]3CC[C@@H]4C[C@H](CC[C@@]4([C@H]3CC[C@@]2([C@H]1C5=CC(=O)OC5)C)C)O)O The molecule is a steroid ester that is the 16-acetyl derivative of gitoxigenin. It has a role as a metabolite and an EC 3.6.3.9 (Na(+)/K(+)-transporting ATPase) inhibitor. It is a 14beta-hydroxy steroid, a 3beta-hydroxy steroid and a steroid ester. It derives from a gitoxigenin.